3,4,5-trimethyl-pyrrole CC1=CNC(=C1C)C